2-(morpholin-4-yl)-8-[1-(tetrahydro-2H-pyran-2-yl)-1H-pyrazol-5-yl]-1,7-naphthyridine-4-carboxylic acid potassium salt [K+].N1(CCOCC1)C1=NC2=C(N=CC=C2C(=C1)C(=O)[O-])C1=CC=NN1C1OCCCC1